ClC1=C2CCCC3(CC=4N=C(N=C(C4CO3)O)OC[C@]34CCCN4C[C@@H](C3)F)C2=CC(=C1)NC(OC(C)(C)C)=O tert-Butyl (5-chloro-2'-(((2R,7aS)-2-fluorotetrahydro-1H-pyrrolizin-7a(5H)-yl)methoxy)-4'-hydroxy-3,4,5',8'-tetrahydro-2H-spiro[naphthalene-1,7'-pyrano[4,3-d]pyrimidin]-7-yl)carbamate